BrC=1C=NC=CC1C(C=O)=O 2-(3-bromopyridin-4-yl)-2-oxoacetaldehyde